3-(2,2,2-Trifluoroethyl)-3,8-diazabicyclo[3.2.1]octane FC(CN1CC2CCC(C1)N2)(F)F